trifluoromethyl-3,5-diaminobenzene FC(F)(F)C1=CC(=CC(=C1)N)N